COC1=CC=C(C=C1)CC(=O)NC=1N=CC(=NC1)C(=O)NCC(=O)O N-(5-(2-(4-methoxyphenyl)-acetamido)pyrazine-2-carbonyl)glycine